3-(7-(2-(cyclohex-2-en-1-ylamino)-2-oxoethoxy)naphthalen-2-yl)-3-(2,3-dihydrobenzo[b][1,4]dioxin-6-yl)propanoic acid C1(C=CCCC1)NC(COC1=CC=C2C=CC(=CC2=C1)C(CC(=O)O)C1=CC2=C(OCCO2)C=C1)=O